C(C)C=1C(=NN2C1C=C(C(=C2)OC)C2=NN=NN2)C(O)(C2=CC=CC=C2)C2=CC=CC=C2 [3-Ethyl-6-methoxy-5-(1H-tetrazol-5-yl)-pyrazolo[1,5-a]pyridin-2-yl]-diphenyl-methanol